O[C@H](C(=O)O)CCN L-α-hydroxy-γ-aminobutyric acid